NC1=CC(=C(C=C1)N1N=C(C=2C=NC(=CC21)Cl)NCCCN(C)C)OC N1-(1-(4-Amino-2-methoxyphenyl)-6-chloro-1H-pyrazolo[4,3-c]pyridin-3-yl)-N3,N3-dimethylpropane-1,3-diamine